1-(3-bromophenyl)cyclopropan-1-amine BrC=1C=C(C=CC1)C1(CC1)N